1-((R)-2-((3R,5R,8S,9S,10S,13S,14S,17S)-10-ethyl-3-hydroxy-13-methyl-3-propylhexadecahydro-1H-cyclopenta[a]phenanthren-17-yl)-2-hydroxypropyl)-1H-pyrazole-4-carbonitrile C(C)[C@]12[C@H]3CC[C@@]4([C@H](CC[C@H]4[C@@H]3CC[C@@H]2C[C@](CC1)(CCC)O)[C@@](CN1N=CC(=C1)C#N)(C)O)C